(4-(neopentylamino)-6-(2-(trifluoromethyl)pyridin-4-ylamino)-1,3,5-triazin-2-yl)pyridin-2-ylcarbamic acid methyl ester COC(N(C1=NC=CC=C1)C1=NC(=NC(=N1)NCC(C)(C)C)NC1=CC(=NC=C1)C(F)(F)F)=O